ClC=1C(N(CCC1)C(C=CC1=CC(=C(C(=C1)OC)OCC=1OC(=NN1)C1=CC(=CC(=C1)Cl)Cl)OC)=O)=O 3-chloro-1-(3-(4-((5-(3,5-dichlorophenyl)-1,3,4-Oxadiazol-2-yl)methoxy)-3,5-dimethoxyphenyl)acryloyl)-5,6-dihydropyridin-2(1H)-one